(1S,2S)-N-(6-((2R)-2-(6-cyclopropylimidazo[1,2-a]pyridin-2-yl)-4-hydroxy-4-methylpyrrolidin-1-yl)pyrimidin-4-yl)-2-(4-methylpyrimidin-2-yl)cyclopropane-1-carboxamide C1(CC1)C=1C=CC=2N(C1)C=C(N2)[C@@H]2N(CC(C2)(C)O)C2=CC(=NC=N2)NC(=O)[C@@H]2[C@H](C2)C2=NC=CC(=N2)C